O1C(C=CC=C1)=O 2H-pyron